C(C)OC=1C=C(C=CC1F)NC(N(C)C1=CC=2OC(C(=CC2S1)C(=O)O)=O)=O 2-(3-(3-ethoxy-4-fluorophenyl)-1-methylureido)-5-oxo-5H-thieno[3,2-b]pyran-6-carboxylic acid